C(C)OC(C[C@H](C1=CC(=C(C=C1)C)CN1C[C@@H](OC2=C(C1)N=C(C=C2)O)CC)C2=C(C1=C(N(N=N1)C)C=C2)C)=O (R)-3-(1,4-dimethyl-1H-benzo[d][1,2,3]triazol-5-yl)-3-(3-(((S)-2-ethyl-7-hydroxy-2,3-dihydropyrido[2,3-f][1,4]oxazepin-4(5H)-yl)methyl)-4-methylphenyl)propanoic acid ethyl ester